CN1C(=NC2=C(C=C(C=C2C1=O)C)C=C)C1=CC=CC=C1 1-(3,6-dimethyl-4-oxo-2-phenyl-3,4-dihydroquinazolin-8-yl)ethylene